4-(6-(difluoromethoxy)-8-fluoro-4-(piperazin-1-yl)-2-((tetrahydro-1H-pyrrolizin-7a(5H)-yl)methoxy)quinazolin-7-yl)-7-fluorobenzo[d]thiazol-2-amine FC(OC=1C=C2C(=NC(=NC2=C(C1C1=CC=C(C2=C1N=C(S2)N)F)F)OCC21CCCN1CCC2)N2CCNCC2)F